NC1=NC=CC=C1C1=NC=2C(=NC(=CC2)C2=CC=C(C=C2)F)N1C1=CC=C(CN2CCN(CC2)C(=O)C=2C=CC(=C(C=O)C2)O)C=C1 5-(4-(4-(2-(2-Aminopyridin-3-yl)-5-(4-fluorophenyl)-3H-imidazo[4,5-b]pyridin-3-yl)benzyl)piperazine-1-carbonyl)-2-hydroxybenzaldehyde